4-bromo-1-isopropyl-imidazole BrC=1N=CN(C1)C(C)C